FC(F)(F)S(=O)(=O)OOS(=O)(=O)C(F)(F)F trifluoromethylsulfonyloxy (trifluoromethylsulfonate)